C(C)(C)N([C@@H](C)C(=O)[O-])P(=O)(OC[C@H]1N(C[C@@H]([C@H]([C@@H]1O)O)O)CCC)OC1=CC=CC=C1 Isopropyl(phenoxy(((2R,3R,4R,5S)-3,4,5-trihydroxy-1-propylpiperidin-2-yl)methoxy)phosphoryl)-L-alaninate